C(C)(C)(C)C1=CC=C(C=C1)N(C(=O)[C@@H]1N(C[C@@H](C1)OC)C#N)C(C(=O)NC1CCC(CC1)(F)F)C=1C=NC=CC1 (2R,4R)-N-(4-tert-butylphenyl)-1-cyano-N-[2-[(4,4-difluorocyclohexyl)amino]-2-oxo-1-(3-pyridyl)ethyl]-4-methoxy-pyrrolidine-2-carboxamide